C(C)(=O)O[C@H]1[C@H](N(C[C@@H]1F)C(=O)OC(C)(C)C)C(NC1=NC(=CC=C1)Br)=O (2S,3S,4S)-tert-butyl 3-acetoxy-2-((6-bromopyridin-2-yl)carbamoyl)-4-fluoropyrrolidine-1-carboxylate